OC1=CC=C(NC2=NC=CC=C2NS(=O)(=O)C2=CC=C(C=C2)OC)C=C1 N-(2-(4-hydroxyanilino)-3-pyridinyl)-4-methoxybenzenesulfonamide